ClC1=C(C(N(C2=NC(=CC=C12)C(F)(F)F)C1=CC=CC=C1)=O)N1N=CC=C1 4-chloro-1-phenyl-3-(1H-pyrazol-1-yl)-7-(trifluoromethyl)-1,8-naphthyridin-2(1H)-one